2-(3-(4-(1-(4-Methoxybenzyl)-4-(5-methyloxazol-2-yl)-2-oxo-2,3-dihydro-1H-benzo[b]azepin-8-yl)-1H-pyrazol-1-yl)-1-(methylsulfonyl)azetidin-3-yl)acetonitrile COC1=CC=C(CN2C3=C(C=C(CC2=O)C=2OC(=CN2)C)C=CC(=C3)C=3C=NN(C3)C3(CN(C3)S(=O)(=O)C)CC#N)C=C1